C(C)N1N=C(C(=C1)C1=NC(=NC=C1)NC1=CC=C(C=C1)C1CC2CCC(C1)N2C(=O)OC(C)(C)C)C=2C=NC=CC2 tert-Butyl 3-(4-((4-(1-ethyl-3-(pyridin-3-yl)-1H-pyrazol-4-yl)pyrimidin-2-yl)amino)phenyl)-8-azabicyclo[3.2.1]octane-8-carboxylate